C(C)SC=1C=C(C=NC1C=1C=C2C=CC(N(C2=CN1)CC(C(F)(F)F)(F)F)=O)C1(CC1)C#N 1-[5-ethylsulfanyl-6-[2-oxo-1-(2,2,3,3,3-pentafluoropropyl)-1,7-naphthyridin-6-yl]-3-pyridyl]cyclopropancarbonitrile